1-octyldecyl 8-[3-[2-[2-[2-(2-aminoethoxy)ethoxy]ethoxy]ethoxy]-2-[8-(1-octylnonoxy)-8-oxo-octoxy]propoxy]octanoate NCCOCCOCCOCCOCC(COCCCCCCCC(=O)OC(CCCCCCCCC)CCCCCCCC)OCCCCCCCC(=O)OC(CCCCCCCC)CCCCCCCC